CC(C)(C)CC(C)(C)C1=CC=C(C=C1)NC2=CC=C(C=C2)C(C)(C)CC(C)(C)C 4,4'-di-tert-octyldiphenylamine